N-(3-(N-cyclopropylcarbamoyl)phenyl)-2-(4-fluoro-2-methylphenoxy)-4-(trifluoromethyl)benzamide C1(CC1)NC(=O)C=1C=C(C=CC1)NC(C1=C(C=C(C=C1)C(F)(F)F)OC1=C(C=C(C=C1)F)C)=O